2-(4-((2-methoxy-1-phenylethyl)amino)butyl)-4-phenylpyridazin-3(2H)-one COCC(C1=CC=CC=C1)NCCCCN1N=CC=C(C1=O)C1=CC=CC=C1